(E)-N-(4-((3-chloro-2-fluorophenyl)amino)-5-(3-chlorophenyl)quinazolin-6-yl)-4-(dimethylamino)but-2-enamide ClC=1C(=C(C=CC1)NC1=NC=NC2=CC=C(C(=C12)C1=CC(=CC=C1)Cl)NC(\C=C\CN(C)C)=O)F